3-(2-chloro-4'-(4-(methoxymethyl)-1-methyl-2-oxo-1,2-dihydropyridin-3-yl)-[1,1'-biphenyl]-3-yl)piperidine-2,6-dione ClC1=C(C=CC=C1C1C(NC(CC1)=O)=O)C1=CC=C(C=C1)C=1C(N(C=CC1COC)C)=O